N-(4-(methylsulfonyl)but-3-en-2-yl)-4-phenoxy-2-(spiro[2.3]hexane-5-yl)pyrimidine-5-carboxamide CS(=O)(=O)C=CC(C)NC(=O)C=1C(=NC(=NC1)C1CC2(CC2)C1)OC1=CC=CC=C1